4-(3-((((1S,3S)-3-aminocyclohexyl)-methyl)amino)-1-(5-(4-methoxypiperidin-1-yl)pyridin-2-yl)-1H-pyrazol-5-yl)-2-fluorobenzonitrile 2,2,2-trifluoroacetate FC(C(=O)O)(F)F.N[C@@H]1C[C@H](CCC1)CNC1=NN(C(=C1)C1=CC(=C(C#N)C=C1)F)C1=NC=C(C=C1)N1CCC(CC1)OC